BrC1=CC(=CC=2C(OC(=NC21)C=2N(N=C(C2)CN2N=NC(=C2)C(F)(F)F)C2=NC=CC=C2Cl)=O)Cl 8-bromo-6-chloro-2-[2-(3-chloro-2-pyridyl)-5-[[4-(trifluoromethyl)triazol-1-yl]methyl]pyrazol-3-yl]-3,1-benzoxazin-4-one